2-Chloro-4-(1-(2-(1-(2,6-dioxopiperidin-3-yl)-3-methyl-1H-indazol-4-yl)ethyl)piperidin-4-yl)-5-fluorophenyl trifluoromethanesulfonate FC(S(=O)(=O)OC1=C(C=C(C(=C1)F)C1CCN(CC1)CCC1=C2C(=NN(C2=CC=C1)C1C(NC(CC1)=O)=O)C)Cl)(F)F